C1(CCCC1)CN1CC(C=C2C3=C4C(C[C@@H]12)=CNC4=CC=C3)C(=O)O (6aR)-7-(cyclopentylmethyl)-4,6,6a,7,8,9-hexahydroindolo[4,3-fg]quinoline-9-carboxylic acid